C(C)(C)(C)N(C(=O)OC[C@@]1(OC2=C([C@H]1C)C(=C(C(=C2)F)Cl)Br)C2=NC(=CC=C2)OCC2=CC=CC=C2)C2=NC=C(C(=C2)Cl)N2CCC(CC2)(F)F ((2S,3R)-2-(6-(benzyloxy)pyridin-2-yl)-4-bromo-5-chloro-6-fluoro-3-methyl-2,3-dihydrobenzofuran-2-yl)methanol tert-butyl-(4-chloro-5-(4,4-difluoropiperidin-1-yl)pyridin-2-yl)carbamate